3-(1-(2-methylbutanoyl)piperidin-4-yl)urea CC(C(=O)N1CCC(CC1)NC(N)=O)CC